4-bromo-N1-(cyclobutylmethyl)benzene-1,2-diamine BrC=1C=C(C(=CC1)NCC1CCC1)N